BrC=1C=C2C(=NN(C2=CC1F)CC(C)(O)C)F 1-(5-bromo-3,6-difluoro-1H-indazol-1-yl)-2-methylpropan-2-ol